C[C@@]1(N=CN[C@@H]1C(=O)OC)C1=CC=CC=C1 methyl (4R,5S)-4-methyl-4-phenyl-1,5-dihydroimidazole-5-carboxylate